FC(C(CCO)OC1=CC(=NN1)C(=O)OCC)F ethyl 5-(1-(difluoromethyl)-3-hydroxypropoxy)-1H-pyrazole-3-carboxylate